(E)-2-(2-(3-(4-bromophenyl)-8-methyl-1,4,8-triazaspiro[4.5]dec-1,3-dien-2-yl)vinyl)-5-(5-ethynylpyridin-3-yl)-1,3,4-oxadiazole BrC1=CC=C(C=C1)C=1C(=NC2(N1)CCN(CC2)C)/C=C/C=2OC(=NN2)C=2C=NC=C(C2)C#C